C(C)S(=O)(=O)C1=CC=C(C=C1)C(C(=O)NC=1SC2=C(N1)C=CC(=C2)N2CCN(CC2)C)OC2=CC=C(C=C2)OC 2-[4-(ethylsulfonyl)phenyl]-2-(4-methoxyphenoxy)-N-[6-(4-methylpiperazinyl)benzothiazol-2-yl]acetamide